NC=1NC(C2=C(N1)NC=C2C=NO)=O 2-amino-4-oxo-4,7-dihydro-3H-pyrrolo[2,3-d]pyrimidine-5-carbaldehyde oxime